3-Methoxy-N-methyl-1-(4-(trifluoromethyl)benzyl)-1H-indazole-5-sulfonamide COC1=NN(C2=CC=C(C=C12)S(=O)(=O)NC)CC1=CC=C(C=C1)C(F)(F)F